ClC=1N=CC=C2C3=C(N=CC12)C(=C(C=C3)C)[Ge](C)(C)C 4-chloro-8-methyl-7-(trimethylgermyl)benzo[c][2,7]naphthyridine